ClC=1C(N(C(=CC1OCC1=NC=C(C=C1F)F)C)C1=CC(=NC=C1C)C(C=CN(C)C)=O)=O 3-chloro-4-((3,5-difluoropyridin-2-yl)methoxy)-2'-(3-(dimethylamino)acryloyl)-5',6-dimethyl-2H-[1,4'-bipyridin]-2-one